(R)-6,6-diethyl-2-imino-3-(6-(isoindoline-2-carbonyl)chroman-4-yl)tetrahydropyrimidin-4(1H)-one C(C)C1(CC(N(C(N1)=N)[C@@H]1CCOC2=CC=C(C=C12)C(=O)N1CC2=CC=CC=C2C1)=O)CC